3-(((R)-7-((2S,4R)-2-(2,5-Difluorophenyl)-4-((pyrimidin-4-ylmethyl)amino)piperidine-1-carbonyl)-7-azaspiro[4.5]decan-10-yl)methyl)-6-phenylpyrimidin-4(3H)-one FC1=C(C=C(C=C1)F)[C@H]1N(CC[C@H](C1)NCC1=NC=NC=C1)C(=O)N1CC2(CCCC2)[C@@H](CC1)CN1C=NC(=CC1=O)C1=CC=CC=C1